C(CCCCCCC)C1=C2C=CC=CC2=NC=2C3=C(C=CC12)C=CC=C3 7-octyl-benzo[c]acridine